COC=1C=C(C=CC1OC)NC=1SC=CC1 2-(3,4-dimethoxyphenylamino)thiophen